(R)-1-(6-(6-chloro-2-(3-(dimethylamino)azetidin-1-yl)-8-fluoro-7-(5-methyl-1H-indazol-4-yl)quinazolin-4-yl)-2,6-diazaspiro[3.4]Oct-2-yl)prop-2-en-1-one ClC=1C=C2C(=NC(=NC2=C(C1C1=C2C=NNC2=CC=C1C)F)N1CC(C1)N(C)C)N1CC2(CN(C2)C(C=C)=O)CC1